1-[2-[2-methoxy-6-methyl-4-(trifluoromethyl)phenyl]-1-methyl-imidazo[4,5-b]pyrazin-5-yl]piperidin-4-ol COC1=C(C(=CC(=C1)C(F)(F)F)C)C1=NC=2C(=NC=C(N2)N2CCC(CC2)O)N1C